N-[(1R,3S)-3-{[6-chloro-2-(trifluoromethyl)quinolin-4-yl]amino}cyclohexyl]-1-cyclopropyl-1H-pyrazole-5-carboxamide ClC=1C=C2C(=CC(=NC2=CC1)C(F)(F)F)N[C@@H]1C[C@@H](CCC1)NC(=O)C1=CC=NN1C1CC1